C1(=CC=CC=C1)C1=CC(=NN1)NC=1C=C2C=CNC2=CC1 N-(5-(PHENYL)-1H-PYRAZOL-3-YL)-1H-INDOL-5-AMIN